C(C1=CC=CC=C1)OC1=CC(=C2C=CC(=NC2=C1)C=1OC2=C(C1C)C=CC=C2)C 7-(Benzyloxy)-5-methyl-2-(3-methyl-1-benzofuran-2-yl)quinoline